[N+](=O)([O-])C1=C2CN(C(C2=CC=C1)=O)C1C(NC(CC1)=O)=O 3-(4-nitro-1-oxo-1,3-dihydro-isoindole-2-yl)piperidine-2,6-dione